7-[(3S)-3,4-dimethylpiperazin-1-yl]-2-(4-fluoro-2-methyl-1,3-benzoxazol-6-yl)-4H-pyrido[1,2-a]pyrimidin-4-one C[C@H]1CN(CCN1C)C=1C=CC=2N(C(C=C(N2)C2=CC3=C(N=C(O3)C)C(=C2)F)=O)C1